3-(4-benzyl-piperidin-1-yl)-propylamine C(C1=CC=CC=C1)C1CCN(CC1)CCCN